2-(methylamino)-1-propanol CNC(CO)C